methyl 1-(4-amino-2,6-dimethylphenyl)-4-(bis(4-methoxybenzyl)amino)-6-oxo-1,6-dihydropyrimidine-5-carboxylate NC1=CC(=C(C(=C1)C)N1C=NC(=C(C1=O)C(=O)OC)N(CC1=CC=C(C=C1)OC)CC1=CC=C(C=C1)OC)C